N-[4-[4-[2-(azetidin-3-yl)acetyl]piperazine-1-carbonyl]-3-chloro-phenyl]-5-(2,3-difluoro-4-methoxy-phenyl)-1-methyl-imidazole-2-carboxamide formate C(=O)O.N1CC(C1)CC(=O)N1CCN(CC1)C(=O)C1=C(C=C(C=C1)NC(=O)C=1N(C(=CN1)C1=C(C(=C(C=C1)OC)F)F)C)Cl